(S)-N-(2,6-dimethyl-4-(4-methyl-2-(trifluoromethyl)-6,7-dihydropyrazolo[1,5-a]pyrazin-5(4H)-yl)phenyl)-3,3-dimethylbutanamide CC1=C(C(=CC(=C1)N1[C@H](C=2N(CC1)N=C(C2)C(F)(F)F)C)C)NC(CC(C)(C)C)=O